2-[(1R)-1-aminoethyl]-5-chloro-N-[(furan-2-yl)methyl]thieno[3,2-b]pyridin N[C@H](C)C1C=C2N(C(=CC=C2S1)Cl)CC=1OC=CC1